5-amino-3-methylbenzo[d]oxazol-2(3H)-one NC=1C=CC2=C(N(C(O2)=O)C)C1